COC(=O)C1=NC(=CC=C1)C=O 6-FORMYL-2-PYRIDINECARBOXYLIC ACID METHYL ESTER